1-(1-(6-bromoquinazolin-4-yl)azetidin-3-yl)-2-Oxopyrrolidine BrC=1C=C2C(=NC=NC2=CC1)N1CC(C1)N1C(CCC1)=O